2-(3-chlorophenyl)-1,10-phenanthroline ClC=1C=C(C=CC1)C1=NC2=C3N=CC=CC3=CC=C2C=C1